FC(OC1=NC(=CC=C1C1(CC2(C1)CC(C2)N)N)N2C[C@@H](O[C@@H](C2)C)C)F 2-(2-(difluoromethoxy)-6-((2S,6R)-2,6-dimethylmorpholino)pyridin-3-yl)spiro[3.3]heptane-2,6-diamine